ClC=1C=C(C=CC1)NC(=O)NC1=CC(=NC=C1)Cl 1-(3-chlorophenyl)-3-(2-chloropyridin-4-yl)urea